ICCC[Si](OCC)(C)C iodopropyl-dimethyl-ethoxysilane